[Pt]=[Te].[Te] tellurium Platinum telluride